ClC1=C(C=C(C=C1)C#N)C=1C=C2C(=NNC2=CC1)NC(=O)C1CNC2(CCCC2)CC1 N-[5-(2-chloro-5-cyanophenyl)-1H-indazol-3-yl]-6-azaspiro[4.5]decane-8-carboxamide